CN(S(=O)(=O)C1=CC=C(C(=O)NC=2SC(=C(N2)C2=NC=CC=C2)CC)C=C1)C 4-(N,N-dimethylsulfamoyl)-N-(5-ethyl-4-(pyridin-2-yl)thiazol-2-yl)benzamide